C(C=C)(=O)N1CC(=CCC1)C=1C=NN(C1)C(C(=O)NC1=NC=C(C(=N1)C1=CNC2=CC(=C(C=C12)F)F)C(F)(F)F)C 2-(4-(1-propenoyl-1,2,5,6-tetrahydropyridin-3-yl)-1H-pyrazol-1-yl)-N-(4-(5,6-difluoro-1H-indol-3-yl)-5-(trifluoromethyl)pyrimidin-2-yl)propanamide